4-((t-butyldiphenylsilyl)oxy)-1,1-difluoro-3-methylbutan-2-ol [Si](C1=CC=CC=C1)(C1=CC=CC=C1)(C(C)(C)C)OCC(C(C(F)F)O)C